O1C=CC2=C1C=CC(=C2)/C=C/C(=O)NC2=C(C=CC=C2)OCCCC (E)-3-(benzofuran-5-yl)-N-(2-butoxyphenyl)acrylamide